carbamoyloxypropyl-triazole C(N)(=O)OCCCC=1N=NNC1